tert-Butyl (3-((4-(4-aminopyrimidin-2-yl)-1-methyl-1H-pyrazol-5-yl)oxy)-2,2-dimethylpropyl)carbamate NC1=NC(=NC=C1)C=1C=NN(C1OCC(CNC(OC(C)(C)C)=O)(C)C)C